7-hydroxy-8-iodochroman-4-one OC1=CC=C2C(CCOC2=C1I)=O